7-(3-(9-methoxy-3,4-dihydropyrazino[1,2-a]indol-2(1H)-yl)propoxy)quinolin-2(1H)-one COC=1C=2C=C3N(C2C=CC1)CCN(C3)CCCOC3=CC=C1C=CC(NC1=C3)=O